mesyl phosphoramidate Mesyl-phosphoramidate S(=O)(=O)(C)NP(O)(O)=O.P(OS(=O)(=O)C)(O)(=O)N